4-bromo-N-but-3-enyl-benzamide BrC1=CC=C(C(=O)NCCC=C)C=C1